3-[4-[3-[tert-butyl(dimethyl)silyl]oxyazetidin-1-yl]-5-fluoro-3-methyl-2-oxo-benzimidazol-1-yl]piperidine-2,6-dione [Si](C)(C)(C(C)(C)C)OC1CN(C1)C1=C(C=CC=2N(C(N(C21)C)=O)C2C(NC(CC2)=O)=O)F